para-nitrosalicylic acid [N+](=O)([O-])C=1C=C(C(C(=O)O)=CC1)O